sodium tetrakis(trifluoroethoxy)borate salt FC(CO[B-](OCC(F)(F)F)(OCC(F)(F)F)OCC(F)(F)F)(F)F.[Na+]